BrC=1C=CC=2N(C1)N=CC2CC2=CC1=C(OC(CO1)C=1C=NC(=CC1)OC)C(=C2)F 6-bromo-3-((8-fluoro-2-(6-methoxypyridin-3-yl)-2,3-dihydrobenzo[b][1,4]dioxin-6-yl)methyl)pyrazolo[1,5-a]pyridine